Diisoamyl 2,5-dioxoadipate O=C(C(=O)OCCC(C)C)CCC(C(=O)OCCC(C)C)=O